(1-(4-bromothiophen-2-yl)ethylidene)-2-methylpropane-2-sulfinamide BrC=1C=C(SC1)C(C)=CC(C)(S(=O)N)C